perfluoromethylcyclohexanesulfonate FC1(C(C(C(C(C1(F)F)(F)F)(F)F)(F)F)(S(=O)(=O)[O-])C(F)(F)F)F